4-oxo-4H-1-benzopyran-2-carboxylic acid disodium [Na].[Na].O=C1C=C(OC2=C1C=CC=C2)C(=O)O